heptane-2,3-dicarboxylic acid-2-tert-butyl 3-ethyl ester C(C)OC(=O)C(C(C)C(=O)OC(C)(C)C)CCCC